N=1C=NN2C1C=C(C=C2)C2=CC=C(C=C2)CC(=O)NC21CC(C2)(C1)C(F)(F)F 2-[4-([1,2,4]Triazolo[1,5-a]pyridin-7-yl)phenyl]-N-[3-(trifluoromethyl)-1-bicyclo[1.1.1]pentanyl]acetamide